O=C1N(C(C2=CC=CC=C12)=O)CCN(C(OC(C)(C)C)=O)C tert-butyl (2-(1,3-dioxoisoindolin-2-yl)ethyl)(methyl)carbamate